6-fluoro-2-((5-fluoropyridin-2-yl)methyl)-3-methylnaphthalene-1,4-dione FC=1C=C2C(C(=C(C(C2=CC1)=O)CC1=NC=C(C=C1)F)C)=O